CC1=CC=CC(C1C)(C)C 1,5,5,6-tetramethyl-1,3-cyclohexadiene